(±)-6-cyclopropyl-1-(oxolan-3-yl)-1H-pyrazolo[3,4-b]pyrazin-3-amine C1(CC1)C1=CN=C2C(=N1)N(N=C2N)[C@H]2COCC2 |r|